3-[[[3-[4-[(methylsulfonyl)amino]phenyl]-4-oxo-4H-1-benzopyran-7-yl]oxy]methyl]-benzoic acid CS(=O)(=O)NC1=CC=C(C=C1)C1=COC2=C(C1=O)C=CC(=C2)OCC=2C=C(C(=O)O)C=CC2